CN(CCC1(C(C=C(C=C1)[N+](=O)[O-])N(C)C)NC)C 1-(2-(dimethylamino)ethyl)-N1,N2,N2-trimethyl-4-nitrobenzene-1,2-diamine